2,6-dioxopiperidin-3-ylisoindolin-1,3-dione O=C1NC(CCC1N1C(C2=CC=CC=C2C1=O)=O)=O